tert-butyl O3-methyl 3-bromoazetidine-1,3-dicarboxylate BrC1(CN(C1)C(=O)OC(C)(C)C)C(=O)OC